2-Chloro-N-(2-((4,4-difluorocyclohexyl)amino)-2-oxo-1-(pyrimidin-5-yl)ethyl)-N-(4-(thiazol-5-yl)phenyl)acetamide methyl-(2R)-2-aminohexanoate hydrochloride Cl.COC([C@@H](CCCC)N)=O.ClCC(=O)N(C1=CC=C(C=C1)C1=CN=CS1)C(C(=O)NC1CCC(CC1)(F)F)C=1C=NC=NC1